1-(4-(2-(2-Aminopyridin-3-yl)-5-phenyl-3H-imidazo[4,5-b]pyridin-3-yl)benzyl)piperidin NC1=NC=CC=C1C1=NC=2C(=NC(=CC2)C2=CC=CC=C2)N1C1=CC=C(CN2CCCCC2)C=C1